2-N-nonyl-1,3-dioxolane CCCCCCCCCC1OCCO1